tert-butyl 5-(5-bromo-1,3-benzothiazol-2-yl)-3,3a,4,5,6,6a-hexahydro-1H-cyclopenta[c]pyrrole-2-carboxylate BrC=1C=CC2=C(N=C(S2)C2CC3C(CN(C3)C(=O)OC(C)(C)C)C2)C1